Tert-butyl 2-((((S)-4-methyl-1-oxo-1-(((S)-1-oxo-3-((R)-2-oxopyrrolidin-3-yl)propan-2-yl)amino)pentan-2-yl)carbamoyl)oxy)-7-azaspiro[3.5]nonane-7-carboxylate CC(C[C@@H](C(N[C@H](C=O)C[C@@H]1C(NCC1)=O)=O)NC(=O)OC1CC2(C1)CCN(CC2)C(=O)OC(C)(C)C)C